1-{4-[(S)-4-(2,3-Dihydro-[1,4]dioxino[2,3-b]pyridin-3-yl)-benzyl]-[1,4]diazepan-1-yl}-2-methoxy-ethanone O1C[C@@H](OC2=NC=CC=C21)C2=CC=C(CN1CCN(CCC1)C(COC)=O)C=C2